O=C1C2(CN(C2)C(=O)OC2[C@@H]([C@@H]3CC[C@H]([C@@H]4CC[C@]5(OO[C@]43[C@@H](O2)O5)C)C)C)CCN1 (3R,5aS,6R,8aS,9R,12S,12aR)-decahydro-3,6,9-trimethyl-3,12-epoxy-12H-pyrano[4,3-j]-1,2-benzodioxepin-10-yl 5-oxo-2,6-diazaspiro[3.4]octane-2-carboxylate